2-methyl-4,5,6,7-tetrahydroindenyl-titanium trichloride [Cl-].[Cl-].[Cl-].CC=1C(C=2CCCCC2C1)[Ti+3]